FC(C)(F)C=1N=C(SC1)C12CC(C1)(C2)C(=O)O 3-(4-(1,1-difluoroethyl)thiazol-2-yl)bicyclo[1.1.1]pentane-1-carboxylic acid